ethyl 1-(dimethylcarbamoyl)spiro[2.2]pentane-1-carboxylate CN(C(=O)C1(CC12CC2)C(=O)OCC)C